(R)-N1-(4-amino-1H-pyrazolo[4,3-c]pyridin-7-yl)-N2-ethyl-N2-(1-(2-methyl-4-(trifluoromethyl)phenyl)ethyl)oxalamide NC1=NC=C(C2=C1C=NN2)NC(C(=O)N([C@H](C)C2=C(C=C(C=C2)C(F)(F)F)C)CC)=O